7-(trifluoromethyl)imidazo[1,2-a]pyrimidine-5-thiol FC(C1=NC=2N(C(=C1)S)C=CN2)(F)F